4-{[(2-{3-[(4-chlorophenyl)amino]prop-1-yn-1-yl}-1-ethyl-1H-indol-5-yl)methyl]amino}-1λ6-thiane-1,1-dione ClC1=CC=C(C=C1)NCC#CC=1N(C2=CC=C(C=C2C1)CNC1CCS(CC1)(=O)=O)CC